FC1=CC(=C(C=C1)C1=CN=C2SC(=NN21)N2CCC1(CNCCO1)CC2)OC 9-(5-(4-fluoro-2-methoxyphenyl)imidazo[2,1-b][1,3,4]thiadiazol-2-yl)-1-oxa-4,9-diazaspiro[5.5]undecane